ClC1=C(CC2=CC=CC3=C2NC(=NS3(=O)=O)NCC3=CC(=C(C=C3)F)F)C=CC=C1 5-(2-chlorobenzyl)-3-((3,4-difluorobenzyl)amino)-4H-benzo[e][1,2,4]thiadiazine 1,1-dioxide